N-((1r,4r)-4-(3-chloro-4-cyanophenoxy)cyclohexyl)-6-(4-((4-(4-(2,4-dioxotetrahydropyrimidin-1(2H)-yl)-1H-pyrrolo[2,3-c]pyridin-1-yl)piperidin-1-yl)methyl)piperidin-1-yl)nicotinamide ClC=1C=C(OC2CCC(CC2)NC(C2=CN=C(C=C2)N2CCC(CC2)CN2CCC(CC2)N2C=CC=3C2=CN=CC3N3C(NC(CC3)=O)=O)=O)C=CC1C#N